NC=1N=C(SC1C(=O)C1=CC=CC=C1)NC1=CC=C(C=C1)C [4-amino-2-(4-methylanilino)-1,3-thiazol-5-yl]{phenyl}methanone